(3R,4R)-4-fluoro-3-hydroxytetrahydropyrrole-1-carboxylate F[C@H]1[C@@H](CN(C1)C(=O)[O-])O